BrC=1C=C2C(=CN(C(C2=CC1)=O)C1=CC(=CC=C1)F)C(=C)C 6-bromo-2-(3-fluorophenyl)-4-(prop-1-en-2-yl)isoquinolin-1(2H)-one